BrC1=CC=CC=2C3C(NC12)CCNC3 6-bromo-2,3,4,4a,5,9b-hexahydro-1H-pyrido[4,3-b]indole